NC(C)(C)C1=CC(=NC(=C1)C1=CC=C(C=C1)F)OC1[C@@H]2CN(C[C@H]12)C(=O)C=1C(=NN(C1)C1=NC=CC=N1)OCC ((1R,5S,6s)-6-((4-(2-aminopropan-2-yl)-6-(4-fluorophenyl)pyridin-2-yl)oxy)-3-azabicyclo[3.1.0]hexan-3-yl)(3-ethoxy-1-(pyrimidin-2-yl)-1H-pyrazol-4-yl)methanone